imidazo[1,5-a]quinoxaline C1=NC=C2N1C1=CC=CC=C1N=C2